4-allyl-2-(2-ethylbenzofuran-5-yl)-6-((4-methylpiperazin-1-yl)methyl)phenol C(C=C)C1=CC(=C(C(=C1)CN1CCN(CC1)C)O)C=1C=CC2=C(C=C(O2)CC)C1